FC=1C=CC2=C(NC(=NS2(=O)=O)NCC=2OC(=CC2)C)C1C(C)C1=C(C=CC=C1)F 6-fluoro-5-(1-(2-fluorophenyl)ethyl)-3-(((5-methylfuran-2-yl)methyl)amino)-4H-benzo[e][1,2,4]thiadiazine 1,1-dioxide